2-(2,5-difluoro-4-(1H-pyrazol-4-yl)phenyl)-5-((3aR,6aS)-hexahydropyrrolo[3,4-c]pyrrol-2(1H)-yl)-1,3,4-thiadiazole FC1=C(C=C(C(=C1)C=1C=NNC1)F)C=1SC(=NN1)N1C[C@@H]2CNC[C@@H]2C1